C(CO)C(C(C(C(O)(F)F)(F)F)(F)F)(F)F Octafluoro-1,6-hexanediol